C(C)(C)(C)P(C12CC3CC(CC(C1)C3)C2)=O tertiary butyl-adamantyl-phosphine oxide